(Z)-1-isopropyl-4-((1-isopropyl-6-methoxy-4a,8a-dihydroquinolin-2(1H)-ylidene)methyl)quinolin-1-ium iodide [I-].C(C)(C)[N+]1=CC=C(C2=CC=CC=C12)\C=C\1/N(C2C=CC(=CC2C=C1)OC)C(C)C